BrC1=C(/C=C/C2CN(C2)C(=O)OC(C)(C)C)C=CC=C1 tert-butyl (E)-3-(2-bromostyryl)azetidine-1-carboxylate